N1=C(C=CC=C1)CN1N=C2C3=C(CC4(C2=C1)CCC4)OC(=C3C(F)(F)F)C(=O)NC[C@H]3OCCC3 2'-(Pyridin-2-ylmethyl)-N-[(2S)-tetrahydrofuran-2-ylmethyl]-8'-(trifluoromethyl)-2',5'-dihydrospiro[cyclobutan-1,4'-furo[2,3-g]indazol]-7'-carboxamide